8-(4-nitrophenyl)-2-(piperidin-4-ylmethyl)-2,8-diazaspiro[4.5]decane [N+](=O)([O-])C1=CC=C(C=C1)N1CCC2(CCN(C2)CC2CCNCC2)CC1